4-(4-(1H-indol-5-yl)-6-morpholinyl-1,3,5-triazin-2-yl)piperazine N1C=CC2=CC(=CC=C12)C1=NC(=NC(=N1)N1CCOCC1)N1CCNCC1